OCC1C(C(CO1)O)O 5-(hydroxymethyl)tetrahydroFuran-3,4-diol